C1(CCC1)N1CCC(CC1)OC1=CC2=C(C(N(CCO2)C[C@@H](CN2CC3=CC=CC=C3CC2)O)=O)C=C1 8-[(1-cyclobutyl-4-piperidyl)oxy]-4-[(2R)-3-(3,4-dihydro-1H-isoquinolin-2-yl)-2-hydroxy-propyl]-2,3-dihydro-1,4-benzoxazepine-5-one